4-(benzylbenzyloxy)-3-(3-phenylpropyloxy)benzaldehyde C(C1=CC=CC=C1)C(C1=CC=CC=C1)OC1=C(C=C(C=O)C=C1)OCCCC1=CC=CC=C1